ClC1=NC=C2N(C(N(C2=N1)CC(F)F)=O)CC 2-chloro-9-(2,2-difluoroethyl)-7-ethyl-7,9-dihydro-8H-purin-8-one